FC(C=1C(=C(C=CC1)C(C)NN1C=C(O[C@@H](C1)CCC)C)F)F (R)-4-((1-(3-(Difluoromethyl)-2-fluorophenyl)ethyl)amino)-2-methyl-6-propyl-6H-[1,4]oxaAzin